(R)-N-(2-fluoro-6-methyl-4-(3-(quinazolin-2-ylamino)pyrrolidine-1-carbonyl)phenyl)acrylamide FC1=C(C(=CC(=C1)C(=O)N1C[C@@H](CC1)NC1=NC2=CC=CC=C2C=N1)C)NC(C=C)=O